Cl.C(=O)(OC(C)(C)C)NCCCN N-Boc-1,3-propylenediamine hydrochloride